t-butyl-carboxylate C(C)(C)(C)C(=O)[O-]